4-amino-N-(5-methylpyridin-2-yl)-1-tosyl-1H-indole-5-carboxamide NC1=C2C=CN(C2=CC=C1C(=O)NC1=NC=C(C=C1)C)S(=O)(=O)C1=CC=C(C)C=C1